ClC1=NC(=NC(=N1)C(C)C)NCC1=C(C=NN1C)C1=NC=C(C(=N1)C)O[C@@H]1C[C@H](CCC1)C(=O)OC(C)C Isopropyl (1S,3S)-3-((2-(5-(((4-chloro-6-isopropyl-1,3,5-triazin-2-yl)amino)methyl)-1-methyl-1H-pyrazol-4-yl)-4-methylpyrimidin-5-yl)oxy)cyclohexane-1-carboxylate